C(C)(C)(C)OC(=O)N1CC=2N(CC1)C=C(N2)C=O formyl-5,6-dihydroimidazo[1,2-a]pyrazine-7(8H)-carboxylic acid tert-butyl ester